6-(2-(2,4-difluorophenyl)-2-hydroxy-3-(1H-imidazol-1-yl)propyl)-4-(3-(4-fluorophenyl)-1-methyl-1H-pyrazol-4-yl)-6,7-dihydro-5H-pyrrolo[3,4-b]pyridin-5-one FC1=C(C=CC(=C1)F)C(CN1CC2=NC=CC(=C2C1=O)C=1C(=NN(C1)C)C1=CC=C(C=C1)F)(CN1C=NC=C1)O